ClC1=NC=C(C(=N1)Cl)CN1CC(NCC1)=O 4-[(2,4-dichloropyrimidin-5-yl)methyl]piperazin-2-one